C1=CC=CC=2C3=CC=CC=C3C(C12)COC(=O)N[C@@H](CC1=CC(=C(C(=O)OC(C)(C)C)C=C1)F)C(=O)OCC1=CC=CC=C1 tert-butyl (S)-4-(2-((((9H-fluoren-9-yl)methoxy)carbonyl)amino)-3-(benzyloxy)-3-oxopropyl)-2-fluorobenzoate